ClC=1C=C(N)C=C(C1)CC1CCOCC1 3-chloro-5-((tetrahydro-2H-pyran-4-yl)methyl)aniline